C1=CC=CC=2N(C3=C(CCC21)C=CC=C3)CCCNC/C=C/C(=O)OCC Ethyl (E)-4-[3-(10,11-dihydro-5H-dibenzo[b,f]azepin-5-yl)propylamino]but-2-enoate